tert-butyldimethylsilyloxy-5-(3-fluorophenyl)-3,4-dihydro-2H-pyrrole [Si](C)(C)(C(C)(C)C)OC1N=C(CC1)C1=CC(=CC=C1)F